Methyl (S)-2-((7-methyl-2-(2,4,6-trifluorophenyl)imidazo[1,2-a]pyridin-3-yl)methyl)morpholine-4-carboxylate CC1=CC=2N(C=C1)C(=C(N2)C2=C(C=C(C=C2F)F)F)C[C@H]2CN(CCO2)C(=O)OC